(E)-6-((6-chloro-2-methyl-2H-indazol-5-yl)imino)-3-((1-((E)-3-(4-fluorophenyl)acryloyl)-1H-1,2,3-triazol-5-yl)methyl)-1-(2,4,5-trifluorobenzyl)-1,3,5-triazine-2,4-dione ClC=1C(=CC2=CN(N=C2C1)C)\N=C\1/NC(N(C(N1CC1=C(C=C(C(=C1)F)F)F)=O)CC1=CN=NN1C(\C=C\C1=CC=C(C=C1)F)=O)=O